1,3,4-tri-O-acetyl-2,5-di-O-methyl-arabinitol C(C)(=O)OC[C@@H](OC)[C@H](OC(C)=O)[C@H](OC(C)=O)COC